Oxycodon C1=CC(OC)=C2C=3[C@@]45[C@@H](O2)C(=O)CC[C@@]4(O)[C@@H](CC13)N(C)CC5